2'-chloro-N-(5-isobutoxy-1,3,4-thiadiazol-2-yl)-5'-methoxy-6-methyl-(4,4'-bipyridine)-3-carboxamide ClC1=NC=C(C(=C1)C1=C(C=NC(=C1)C)C(=O)NC=1SC(=NN1)OCC(C)C)OC